C(CC)(=O)OCCCCCCCCCCCCCCCCCCCCCC n-docosyl propionate